N-[5-[4-[[(2-Isopropylphenyl)carbamothioylhydrazono]methyl]phenyl]-2-methyl-1,2,4-triazol-3-yl]-N-[4-(trifluoromethoxy)phenyl]acetamide C(C)(C)C1=C(C=CC=C1)NC(=S)NN=CC1=CC=C(C=C1)C=1N=C(N(N1)C)N(C(C)=O)C1=CC=C(C=C1)OC(F)(F)F